(2S)-2-(2-(4-bromophenyl)-5-(4-fluorophenyl)-2H-1,2,3-triazol-4-yl)-3-(2-(2-oxoindol-5-yl)ethyl)oxazolidin-4-one BrC1=CC=C(C=C1)N1N=C(C(=N1)[C@@H]1OCC(N1CCC1=CC2=CC(N=C2C=C1)=O)=O)C1=CC=C(C=C1)F